(4-(3,3-Difluorocyclobutyl)-3-fluorophenyl)carbamic acid tert-butyl ester C(C)(C)(C)OC(NC1=CC(=C(C=C1)C1CC(C1)(F)F)F)=O